C(CC=C)C1C(OC(C(O1)=O)CCC=C)=O 3,6-Di(but-3-en-1-yl)-1,4-dioxane-2,5-dion